4-(2-fluoro-6-methoxyphenyl)-N-(5-((3-hydroxyadamantan-1-yl)methoxy)-1,3,4-thiadiazol-2-yl)-6-methylnicotinamide FC1=C(C(=CC=C1)OC)C1=CC(=NC=C1C(=O)NC=1SC(=NN1)OCC12CC3(CC(CC(C1)C3)C2)O)C